bis((S)-4-ethyl-9-methoxy-3,14-dioxo-3,4,12,14-tetrahydro-1H-pyrano[3',4':6,7]indolizino[1,2-b]quinolin-4-yl) (azanediylbis(ethane-2,1-diyl))dicarbamate N(CCNC(O[C@@]1(C(OCC=2C(N3CC=4C(=NC=5C=CC(=CC5C4)OC)C3=CC21)=O)=O)CC)=O)CCNC(O[C@@]2(C(OCC=1C(N3CC=4C(=NC=5C=CC(=CC5C4)OC)C3=CC12)=O)=O)CC)=O